(2S)-2-((2-amino-5-(8-methyl-5'H-8-azaspiro[bicyclo[3.2.1]octane-3,4'-oxazol]-2'-yl)pyridin-4-yl)amino)-2-phenylethan-1-ol NC1=NC=C(C(=C1)N[C@H](CO)C1=CC=CC=C1)C=1OCC2(N1)CC1CCC(C2)N1C